(S)-4-amino-5-phenylpentanamide hydrochloride Cl.N[C@@H](CCC(=O)N)CC1=CC=CC=C1